2-amino-4-(4-trifluoromethylphenyl)thiophene-3-carboxylic acid ethyl ester C(C)OC(=O)C1=C(SC=C1C1=CC=C(C=C1)C(F)(F)F)N